ClC1=CC(=C(N=N1)C#CC(OCC)OCC)NCC1=CC=C(C=C1)OC 6-chloro-3-(3,3-diethoxyprop-1-ynyl)-N-[(4-methoxyphenyl)methyl]pyridazin-4-amine